methyl 2-fluoro-6-(7-fluorochroman-4-yl)-3-(trifluoromethyl)benzoate FC1=C(C(=O)OC)C(=CC=C1C(F)(F)F)C1CCOC2=CC(=CC=C12)F